1,7-Heptanediol C(CCCCCCO)O